2-(4-(4-(8-amino-3-(4-methylpiperazine-1-carbonyl)-1,7-naphthyridine-5-yl)phenyl)-1H-pyrazole-1-yl)-N,N-dimethylacetamide NC=1N=CC(=C2C=C(C=NC12)C(=O)N1CCN(CC1)C)C1=CC=C(C=C1)C=1C=NN(C1)CC(=O)N(C)C